CN(C(C(C(=O)N(CCCCCCCC)C)CCOCCCCCC)=O)CCCCCCCC N,N'-dimethyl-N,N'-dioctylhexyloxyethyl-malonamide